1,2-distearoyl-sn-glycero-3-phosphorylethanolamine sodium [Na].C(CCCCCCCCCCCCCCCCC)(=O)OC[C@@H](OC(CCCCCCCCCCCCCCCCC)=O)COP(=O)(O)OCCN